OC[C@@H]1OC2=C(OC1)C=CC(=C2)C(C)=O (S)-1-(3-(hydroxymethyl)-2,3-dihydrobenzo[b][1,4]dioxin-6-yl)ethan-1-one